(R)-N-(4-(3-Aminopyrrolidin-1-yl)quinazolin-7-yl)acrylamide N[C@H]1CN(CC1)C1=NC=NC2=CC(=CC=C12)NC(C=C)=O